CC1=NC(=CC(=C1)C)C 2,4,6-TRIMETHYL-PYRIDINE